CN1N=C(C=C1)N 1-Methyl-1H-pyrazol-3-amine